ethyl 2-(4-amino-1-methyl-1H-pyrazolo[4,3-c]quinoline-8-carbonyl)-2-(6-(trifluoromethyl)-2,3-dihydrobenzofuran-3-yl)hydrazine-1-carboxylate NC1=NC=2C=CC(=CC2C2=C1C=NN2C)C(=O)N(NC(=O)OCC)C2COC1=C2C=CC(=C1)C(F)(F)F